6-[4-(diphenylcarbamoyl)-1,5-dimethyl-1H-pyrrol-2-yl]-7-{[(3R)-3-methyl-3,4-dihydroisoquinolin-2(1H)-yl]carbonyl}-3,4-dihydroisoquinoline-2(1H)-carboxylic acid phenyl ester C1(=CC=CC=C1)OC(=O)N1CC2=CC(=C(C=C2CC1)C=1N(C(=C(C1)C(N(C1=CC=CC=C1)C1=CC=CC=C1)=O)C)C)C(=O)N1CC2=CC=CC=C2C[C@H]1C